C1(CC1)C1=CC(=C(C=C1)C1[C@@H]2CNC[C@H]12)C (1R,5S,6s)-6-(4-cyclopropyl-2-methylphenyl)-3-azabicyclo[3.1.0]hexane